BrC1=CC(=C(C=C1)C(C)O)CO 1-[4-bromo-2-(hydroxymethyl)phenyl]ethanol